N-(8,9-difluoro-5-(2-hydroxyethyl)-6-oxo-1,4,5,6-tetrahydro-2H-pyrano[3,4-c]isoquinolin-1-yl)-5,6-difluoro-N-methyl-1H-indole-2-carboxamide FC=1C(=CC=2C3=C(N(C(C2C1)=O)CCO)COCC3N(C(=O)C=3NC1=CC(=C(C=C1C3)F)F)C)F